(2R,3R,4R)-6-Chloro-4-{2-[(cyclopropylmethyl)amino]ethyl}-2-(4-methylphenyl)-2,3,4,9-tetrahydro-1H-carbazol-3-amine ClC=1C=C2C=3[C@H]([C@@H]([C@H](CC3NC2=CC1)C1=CC=C(C=C1)C)N)CCNCC1CC1